1-nonadecanoyl-2-(5Z,8Z,11Z,14Z,17Z-eicosapentaenoyl)-glycero-3-phosphoserine CCCCCCCCCCCCCCCCCCC(=O)OC[C@H](COP(=O)(O)OC[C@@H](C(=O)O)N)OC(=O)CCC/C=C\C/C=C\C/C=C\C/C=C\C/C=C\CC